N-((4-(5-(1,1-difluoroethyl)-1,2,4-oxadiazol-3-yl)bicyclo[2.2.2]octan-1-yl)methyl)-3-fluoro-N-(3-isopropoxyphenyl)bicyclo[1.1.1]pentane-1-carboxamide FC(C)(F)C1=NC(=NO1)C12CCC(CC1)(CC2)CN(C(=O)C21CC(C2)(C1)F)C1=CC(=CC=C1)OC(C)C